1-(6-Amino-2-chloro-3-methoxyphenyl)ethanone NC1=CC=C(C(=C1C(C)=O)Cl)OC